5-chloro-N-[3-fluoro-4-(2-{imidazo[1,2-b]pyridazin-3-yl}ethynyl)pyridin-2-yl]-2-methoxypyridine-3-sulfonamide ClC=1C=C(C(=NC1)OC)S(=O)(=O)NC1=NC=CC(=C1F)C#CC1=CN=C2N1N=CC=C2